[N+](=O)([O-])C1=NN(C=C1)C(C(=O)O)C (3-nitropyrazol-1-yl)propanoic acid